indolespirooxirane O1C2(C1)N=C1C=CC=CC1=C2